BrC1=CC=C(C=C1)C1=CC=C(N1C1=C(C=CC=C1)C(F)(F)F)C=1C=C(C=CC1)CO [3-[5-(4-bromophenyl)-1-[2-(trifluoromethyl)phenyl]pyrrol-2-yl]phenyl]methanol